COCCOC1=CC=C(C=C1)C1=CC=C(C=C1)C(C)(C)NC(=O)NC1(CN2CCC1CC2)C 1-{2-[4'-(2-methoxyethoxy)biphenyl-4-yl]propan-2-yl}-3-(3-methyl-1-azabicyclo[2.2.2]oct-3-yl)urea